((4-(2-phenylpropan-2-yl)benzoyl)glycyl)pyrrolidine C1(=CC=CC=C1)C(C)(C)C1=CC=C(C(=O)NCC(=O)N2CCCC2)C=C1